BrC1=CC=C(C=C1)N1N=C(NC1=O)[C@@H]1CN(CCC1)CCC1CCCCC1 (s)-2-(4-bromophenyl)-5-(1-(2-cyclohexylethyl)piperidin-3-yl)-2,4-dihydro-3H-1,2,4-triazol-3-one